1,2,4,5,6,7-hexamethyl-4,5,6,7-tetrahydroindenyl-titanium trichloride [Cl-].[Cl-].[Cl-].CC1C(=C(C=2C(C(C(C(C12)C)C)C)C)[Ti+3])C